N-(1,4-dioxo-1,2,3,4-tetrahydrophthalazin-5-yl)-2-oxo-3-(propan-2-ylidene)indoline-5-sulfonamide O=C1NNC(C2=C(C=CC=C12)NS(=O)(=O)C=1C=C2C(C(NC2=CC1)=O)=C(C)C)=O